[3-[2-(Dimethylamino)ethyl]-1H-indol-4-yl] hydrogen phosphate P(=O)(OC1=C2C(=CNC2=CC=C1)CCN(C)C)(O)[O-]